2-Nitro-6,7,9,10,12,13-hexahydro-5,8,11,14-tetraoxa-benzocyclododecene [N+](=O)([O-])C=1C=CC2=C(OCCOCCOCCO2)C1